C[Si](O)(O)C dimethyl-dihydroxysilane